2,2'-bis(2-hydroxyethoxy)-6,6'-bis(naphthalen-1-yl-ethynyl)-1,1'-binaphthyl OCCOC1=C(C2=CC=C(C=C2C=C1)C#CC1=CC=CC2=CC=CC=C12)C1=C(C=CC2=CC(=CC=C12)C#CC1=CC=CC2=CC=CC=C12)OCCO